2-[6-[4-(Difluoromethoxy)-3-fluoro-phenyl]pyrazolo[3,4-b]pyrazin-1-yl]-N,N-dimethyl-acetamide FC(OC1=C(C=C(C=C1)C1=CN=C2C(=N1)N(N=C2)CC(=O)N(C)C)F)F